FC1(CC(C1)NC=1N=CC2=C(N(C(C=3C=C(C=CC23)CN2CCN(CC2)C)=O)[C@@H]2CC[C@H](CC2)O)N1)F trans-3-((3,3-Difluorocyclobutyl)amino)-5-(4-hydroxycyclohexyl)-8-((4-methylpiperazin-1-yl)methyl)pyrimido[4,5-c]isoquinolin-6(5H)-one